N[C@H]1[C@@H]2N(C[C@H]1CC2)C(=O)C2=CC1=C(N(C(=N1)C1=CC=3C(=C4C=CNC4=CC3)N1CC1CC1)C)C(=C2)F [(1R,4R,7R)-7-amino-2-azabicyclo[2.2.1]heptan-2-yl]-[2-[1-(cyclopropylmethyl)-6H-pyrrolo[2,3-e]indol-2-yl]-7-fluoro-1-methyl-benzimidazol-5-yl]methanone